N[C@@H]1C=2C(=NC=CC2)CC12CCN(CC2)C=2N(C(C=1C(N2)=NNC1C1=C(C(=NC=C1)NC1CC1)Cl)=O)C (S)-6-(5-amino-5,7-dihydrospiro[cyclopenta[b]pyridine-6,4'-piperidine]-1'-yl)-3-(3-chloro-2-(cyclopropylamino)pyridin-4-yl)-5-methyl-2,5-dihydro-4H-pyrazolo[3,4-d]pyrimidin-4-one